(2R,3R,4S,5S)-2-(6-amino-9H-purin-9-yl)-5-((R)-1-hydroxy-1-(3-methyl-4-(trifluoromethyl)phenyl)ethyl)tetrahydrofuran-3,4-diol NC1=C2N=CN(C2=NC=N1)[C@@H]1O[C@@H]([C@H]([C@H]1O)O)[C@@](C)(C1=CC(=C(C=C1)C(F)(F)F)C)O